1-{4-[4-({[3-(trifluoromethoxy)phenyl]methyl}carbamoyl)-1H-1,2,3-triazol-1-yl]butyl}-N-{[5-(trifluoromethyl)pyridin-3-yl]methyl}-1H-1,2,3-triazole-4-carboxamide FC(OC=1C=C(C=CC1)CNC(=O)C=1N=NN(C1)CCCCN1N=NC(=C1)C(=O)NCC=1C=NC=C(C1)C(F)(F)F)(F)F